(3E)-14,14-diethoxy-3-tetradecene-1-ol C(C)OC(CCCCCCCCC/C=C/CCO)OCC